C(CCCCCCCC)(=O)O.C(CCCCCCCC)(=O)O.C([C@H](O)[C@H](O)CO)O erythritol di-pelargonate